COC(C(=O)ONC1=CC=CC(=C1)OC)C(=O)C 2,5-dimethoxy-acetoacetoxy-aniline